FC1=C2C(=NC=3N(C2=CC=C1)C(=NN3)C)N3CCCC1=C(C=CC=C31)N3CCN(CC3)C(=O)OC(C)(C)C tert-butyl 4-[1-(6-fluoro-1-methyl-[1,2,4]triazolo[4,3-a]quinazolin-5-yl)-3,4-dihydro-2H-quinolin-5-yl]piperazine-1-carboxylate